C(C)(C)(C)OC(=O)N1CCC(CC1)(CO)[C@@H]([C@H](C)O)NC(C)=O 4-((1s,2s)-1-acetamido-2-hydroxypropyl)-4-(hydroxymethyl)piperidine-1-carboxylic acid tert-butyl ester